CC=1C=C(C=CC1OC1=CC2=C(N(C=N2)C)C=C1)NC1=NC=NC=C1C=1OC=C(N1)C=O 2-(4-((3-methyl-4-((1-methyl-1H-benzo[d]imidazol-5-yl)oxy)phenyl)amino)pyrimidin-5-yl)oxazole-4-carboxaldehyde